CN1CCC(CC1)C(=O)NC=1N=CC2=CC=C(C=C2C1)S(=O)(=O)C 1-methyl-N-(6-(methylsulfonyl)isoquinolin-3-yl)piperidine-4-carboxamide